molybdenum carbide C.[Mo]